O1[C@H](COCC1)COC1=C(C=C(C=C1)F)C1CCN(CC1)[C@@H]1COC2(CNC2)C1 (S)-7-(4-(2-(((R)-1,4-dioxan-2-yl)methoxy)-5-fluorophenyl)piperidin-1-yl)-5-oxa-2-azaspiro[3.4]octane